(3S,5R)-1-(6-bromopyrimidin-4-yl)-5-(6-cyclopropylimidazo[1,2-a]pyridin-2-yl)pyrrolidin-3-ol BrC1=CC(=NC=N1)N1C[C@H](C[C@@H]1C=1N=C2N(C=C(C=C2)C2CC2)C1)O